C(C)(C)(C)OC(=O)N1CC(CC1)OC(=O)N1C=CC2=C1N=CN=C2N(C)[C@H]2CN(CC[C@H]2C)C(CC#N)=O 4-[[(3R,4R)-1-(2-cyanoacetyl)-4-methyl-3-piperidinyl]-methyl-amino]pyrrolo[2,3-d]pyrimidine-7-carboxylic acid (1-tert-butoxycarbonyl pyrrolidin-3-yl) ester